N,N-didecyl-N,N-dimethyl-ammonium chloride [Cl-].C(CCCCCCCCC)[N+](C)(C)CCCCCCCCCC